2'-O-methyl uridine-3'-phosphate P(=O)(O)(O)O[C@H]1[C@H]([C@@H](O[C@@H]1CO)N1C(=O)NC(=O)C=C1)OC